(S)-methyl 4-(2-(4,4-difluoropiperidin-1-yl) ethyl)-5-oxooxazolidine-3-carboxylate FC1(CCN(CC1)CC[C@@H]1N(COC1=O)C(=O)OC)F